3-(2-aminoethyl)aminopropyl-methyl-dimethoxysilane NCCNCCC[Si](OC)(OC)C